NCCC(C)O[Si](OCC)(OCC)CCCN (aminoethyl)-γ-aminopropyltriethoxysilane